tert-butyl (2-(2-((4-cyano-2,3,5,6-tetrafluorophenyl)sulfonamido)-5-((3-(1-methyl-6-(trifluoromethyl)-1H-benzo[d]imidazol-5-yl)phenyl)carbamoyl)phenoxy)ethyl)(methyl)carbamate C(#N)C1=C(C(=C(C(=C1F)F)S(=O)(=O)NC1=C(OCCN(C(OC(C)(C)C)=O)C)C=C(C=C1)C(NC1=CC(=CC=C1)C1=CC2=C(N(C=N2)C)C=C1C(F)(F)F)=O)F)F